3-(1-cyanocyclopropyl)-N-[1-[3-(5-cyano-2-pyridyl)pyrazin-2-yl]ethyl]-5-(difluorometh-oxy)benzamide C(#N)C1(CC1)C=1C=C(C(=O)NC(C)C2=NC=CN=C2C2=NC=C(C=C2)C#N)C=C(C1)OC(F)F